ClC=1C=CC2=C(N=C(S2)C2CC3(CC(C3)NC(=O)C3=CC(=NC=N3)C(=O)N)C2)C1 (Sa)-N6-[6-(5-chloro-1,3-benzothiazol-2-yl)spiro[3.3]heptan-2-yl]pyrimidine-4,6-dicarboxamide